NC1=CC(=C(C=C1)C1CCC(CC1)N1CCC2(C[C@H](CO2)N2C=NC3=CC=C(C=C3C2=O)OC2=C(C(=CC=C2F)NS(N(C)CC)(=O)=O)C#N)CC1)F (3R)-8-[4-(1r,4r)-(4-amino-2-fluoro-phenyl)cyclohexyl]-3-[6-[2-cyano-3-[[ethyl(methyl)sulfamoyl]amino]-6-fluoro-phenoxy]-4-oxo-quinazolin-3-yl]-1-oxa-8-azaspiro[4.5]decane